NC=1C(=C(C=C2C=C(N=CC12)NC1=NN2CC(N(C\C(\C2=C1)=C/C=1C=NN(C1)C)C)=O)C=1C=NC=CC1C)F (E)-2-((8-amino-7-fluoro-6-(4-methylpyridin-3-yl)isoquinolin-3-yl)amino)-6-methyl-4-((1-methyl-1H-pyrazol-4-yl)methylene)-5,6-dihydro-4H-pyrazolo[1,5-d][1,4]diazepin-7(8H)-one